tert-Butyl 3-(5-(pyrrolidin-1-ylmethyl)thiophen-2-yl)benzylcarbamate N1(CCCC1)CC1=CC=C(S1)C=1C=C(CNC(OC(C)(C)C)=O)C=CC1